2-(3-(tert-butyl)-5-(4,4,5,5-tetramethyl-1,3,2-dioxaborolan-2-yl)phenyl)-4-(2-fluoro-4-(methyl-d3)phenyl)pyridine C(C)(C)(C)C=1C=C(C=C(C1)B1OC(C(O1)(C)C)(C)C)C1=NC=CC(=C1)C1=C(C=C(C=C1)C([2H])([2H])[2H])F